(S)-6-(4-(2-(2-(2-aminoethoxy)ethoxy)ethoxy)phenyl)-N-(2-(2-cyano-4,4-difluoropyrrolidin-1-yl)-2-oxoethyl)quinoline-4-carboxamide NCCOCCOCCOC1=CC=C(C=C1)C=1C=C2C(=CC=NC2=CC1)C(=O)NCC(=O)N1[C@@H](CC(C1)(F)F)C#N